N-(3-bromo-4-fluorophenyl)-N'-hydroxy-4-{[2-({2-[(1-methylethyl)amino]-3,4-dioxocyclobut-1-en-1-yl}amino)ethyl]sulfanyl}-1,2,5-oxadiazole-3-carboximidamide BrC=1C=C(C=CC1F)NC(=NO)C1=NON=C1SCCNC1=C(C(C1=O)=O)NC(C)C